3-(Pyrazin-2-ylsulfanyl)isonicotinic acid N1=C(C=NC=C1)SC1=C(C(=O)O)C=CN=C1